5-methyl-5-methoxycarbonyl-bicyclo[2.2.1]Hept-2-ene CC1(C2C=CC(C1)C2)C(=O)OC